trimethylbis(trimethylsiloxy)silyl-styrene CC1=C(C(=C([SiH](O[Si](C)(C)C)O[Si](C)(C)C)C)C)C=CC=C1